C(C1=CC=CC=C1)N1CC(OCC1)\C(\C(\C)=N\NC(NCC)=S)=N\NC(NCC)=S (2E,2'E)-2,2'-(1-(4-benzylmorpholin-2-yl)propane-1,2-diylidene)bis(N-ethylhydrazine-1-carbothioamide)